C1(CCC1)OCC(CC)=O 1-cyclobutoxy-butan-2-one